6-((1S,3R)-3-((S)-5-(3,5-difluorophenyl)-3-oxo-6,7-dihydro-3H-pyrrolo[2,1-c][1,2,4]triazol-2(5H)-yl)cyclobutoxy)pyrimidine-4-carboxamide 2,2,2-trifluoroacetate FC(C(=O)O)(F)F.FC=1C=C(C=C(C1)F)[C@@H]1CCC2=NN(C(N21)=O)C2CC(C2)OC2=CC(=NC=N2)C(=O)N